1-(2-((4-(3-(6-(4-amino-4-methylpiperidin-1-yl)-1H-pyrazolo[3,4-b]pyrazin-3-yl)-2-chlorophenyl)piperazin-1-yl)methyl)phenyl)dihydropyrimidine-2,4(1H,3H)-dione NC1(CCN(CC1)C1=CN=C2C(=N1)NN=C2C=2C(=C(C=CC2)N2CCN(CC2)CC2=C(C=CC=C2)N2C(NC(CC2)=O)=O)Cl)C